3-(3-bromo-4-hydroxyphenyl)-2-(4-(tert-butyl)-3-chlorophenyl)-7-fluoro-1-oxo-1,2,3,4-tetrahydroisoquinoline-4-carboxylic acid BrC=1C=C(C=CC1O)C1N(C(C2=CC(=CC=C2C1C(=O)O)F)=O)C1=CC(=C(C=C1)C(C)(C)C)Cl